tri-calcium phosphate cyanoacrylate C(#N)OC(C=C)=O.P(=O)([O-])([O-])[O-].[Ca+2].[Ca+2].[Ca+2].P(=O)([O-])([O-])[O-]